5-methoxypyridine-3-boronic acid COC=1C=C(C=NC1)B(O)O